C(C)N(C(C(=O)O)(C1=CC=CC=C1)C1=CC=CC=C1)CC 2-(diethylamino)2,2-diphenylacetic acid